NC=1C=2N(C3=CC(=C(C=C3N1)Cl)C(=O)N([C@@H]1COC3=C1C=CC(=C3)C=3C=NN(C3)C)C)C=NC2 (S)-4-amino-7-chloro-N-methyl-N-(6-(1-methyl-1H-pyrazol-4-yl)-2,3-dihydrobenzofuran-3-yl)imidazo[1,5-a]quinoxaline-8-carboxamide